10,13-dimethyl-1,2,6,7,8,9,12,14,15,16-decahydrocyclopenta[a]phenanthrene-3,11-dione CC12C3C(CC4(CCCC4C3CCC2=CC(CC1)=O)C)=O